C(CCCCCCCCCCCCCCCCC)(=O)OCC(O)CO Glyceryl 1-Stearate